3-(1H-pyrazol-4-yl)-5-(8-(pyrrolidin-2-yl)isochroman-6-yl)pyridin-2-amine N1N=CC(=C1)C=1C(=NC=C(C1)C=1C=C2CCOCC2=C(C1)C1NCCC1)N